2'-(3-((2'-hydroxy-5'-methyl-3'-(2-methylnaphthalen-1-yl)-[1,1'-biphenyl]-2-yl)methoxy)propoxy)-5,5'-dimethyl-3-(2-methylnaphthalen-1-yl)-[1,1'-biphenyl] OC1=C(C=C(C=C1C1=C(C=CC2=CC=CC=C12)C)C)C1=C(C=CC=C1)COCCCOC1=C(C=C(C=C1)C)C1=CC(=CC(=C1)C)C1=C(C=CC2=CC=CC=C12)C